(1R,2R,3aS,10aR)-7-fluoro-1-{(1E,3ξ)-3-[1-(2-fluorophenyl)cyclobutyl]-3-hydroxy-1-propen-1-yl}-2-hydroxy-2,3,3a,9,10,10a-hexahydro-1H-benzo[b]cyclopenta[f]oxepin-6-carboxylic acid FC1=CC2=C(O[C@@H]3[C@H](CC2)[C@H]([C@@H](C3)O)\C=C\C(O)C3(CCC3)C3=C(C=CC=C3)F)C=C1C(=O)O